FC(C1=NN=C(S1)NC(=O)C1=NN2C(C(N(CC2)CCCO)=O)=C1C1CC1)(F)F 3-cyclopropyl-5-(3-hydroxypropyl)-4-oxo-4,5,6,7-tetrahydropyrazolo[1,5-a]pyrazine-2-carboxylic acid (5-trifluoromethyl[1,3,4]thiadiazol-2-yl)amide